C1(CC1)[C@@H](C)NC1=NC(=NC(=N1)N[C@H](C)C1CC1)C1=NC=CC(=N1)C(F)(F)F N2,N4-bis((R)-1-cyclopropylethyl)-6-(4-(trifluoromethyl)pyrimidin-2-yl)-1,3,5-triazine-2,4-diamine